6-nonandienol C=CC=CCC(CCC)O